FC=1C=C(C2=C(N=C(O2)NC=2OC3=C(N2)C=C(C=C3)C(=O)OC)C1)F methyl 2-(5,7-difluoro-1,3-benzoxazol-2-ylamino)-1,3-benzoxazole-5-carboxylate